ethyl 2-(triphenyl-λ5-phosphaneylidene)acetate C1(=CC=CC=C1)P(=CC(=O)OCC)(C1=CC=CC=C1)C1=CC=CC=C1